OC(COC1=CC(=C(C=C1)C1=NC(=NC(=N1)C1=C(C=C(C=C1)C)C)C1=C(C=C(C=C1)C)C)O)COCCCCCCCCCCCCC 2-[4-([2-hydroxy-3-tridecyloxypropyl]oxy)-2-hydroxyphenyl]-4,6-Bis(2,4-dimethylphenyl)-1,3,5-triazine